N,N-dilauryl-L-glutamine C(CCCCCCCCCCC)N([C@@H](CCC(N)=O)C(=O)O)CCCCCCCCCCCC